COC=1C=C(CC2(NC(=NC(=C2)C2=CC=C(C=C2)C)N)N)C=CC1OC 4-(3,4-dimethoxybenzyl)-6-(p-tolyl)pyrimidine-2,4-diamine